5,6-difluoro-4-(8-fluoro-2-((2-fluorotetrahydro-1H-pyrrolizin-7a(5H)-yl)methoxy)-4-(6-methylene-3,8-diazabicyclo[3.2.1]octan-3-yl)pyrido[4,3-d]-pyrimidin-7-yl)naphthalen-2-ol FC1=C2C(=CC(=CC2=CC=C1F)O)C1=C(C=2N=C(N=C(C2C=N1)N1CC2CC(C(C1)N2)=C)OCC21CCCN1CC(C2)F)F